O=C1NC(CCC1N1C(C2=CC=CC(=C2C1)SCCCCCCCN1CCN(CC1)C1=CC=C(C(=O)N2CCC(CC2)CCCCNC(\C=C\C=2C=NC=CC2)=O)C=C1)=O)=O (E)-N-(4-(1-(4-(4-(7-((2-(2,6-dioxopiperidin-3-yl)-1-oxoisoindoline-4-yl)thio)heptyl)piperazin-1-yl)benzoyl)piperidin-4-yl)butyl)-3-(pyridin-3-yl)acrylamide